Prenylamin C(C=C(C)C)N